(E)-phenyl-(2-(thiophen-3-yl)vinyl)silane C1(=CC=CC=C1)[SiH2]\C=C\C1=CSC=C1